C(#N)C1=CC=C(C=C1)N1CCN(CC1)C1=NC=2C(=CC(=CC2C=2N1C=NN2)C)C(C)NC2=C(C(=O)O)C=CC=C2 2-((1-(5-(4-(4-cyanophenyl)piperazin-1-yl)-9-methyl-[1,2,4]triazolo[4,3-c]quinazolin-7-yl)ethyl)amino)benzoic acid